CN(C(CCCCCCCCCCC1C(C1)CCCCCCCC(=O)OCC)CCCCCCCCC)C ethyl 8-{2-[11-(dimethylamino)icosyl]cyclopropyl}octanoate